4-[(3R)-4-(cyclopropylcarbonyl)-3-methylpiperazin-1-yl]-2-(1-methyl-1H-pyrazol-4-yl)-6-[3-(trifluoromethyl)azetidin-1-yl]pyrimidine-5-carbonitrile C1(CC1)C(=O)N1[C@@H](CN(CC1)C1=NC(=NC(=C1C#N)N1CC(C1)C(F)(F)F)C=1C=NN(C1)C)C